2-chloro-3-ethyl-1,3-benzoxazole tetrafluoroborate F[B-](F)(F)F.ClC1OC2=C(N1CC)C=CC=C2